N1(CCNCCN(CCC1)CC=1C(=C(C=C(C1)C)C(C(=O)N)(CO)O)O)CC=1C(=C(C=C(C1)C)C(C(=O)N)(CO)O)O N'-{1,4,7-triazecane-1,7-diylbis[methylene(2-hydroxy-5-methyl-3,1-phenylene)]}bis(2,3-dihydroxypropanamide)